C(C1=CC=CC=C1)N1C(=O)NC(=O)C(C1=O)C1=CC=CC=C1 1-benzyl-5-phenylbarbituric acid